C12CNCC(CC1)C2N2N=CC(=C2)C2=NC1=C(C(=CC=C1N=C2)OC2=CC1=C(N=C(N1)C)C=C2)Cl 2-[1-(3-Azabicyclo[3.2.1]octan-8-yl)pyrazol-4-yl]-8-chloro-7-[(2-methyl-3H-benzimidazol-5-yl)oxy]quinoxaline